FC1(C(C1)COC=1C=CC2=C(C(=C(O2)C)C(=O)O)C1)F 5-((2,2-difluorocyclopropyl)methoxy)-2-methylbenzofuran-3-carboxylic acid